COC1=C(C(=CC=C1)N1N=CC=N1)C(=O)N1[C@@H]2[C@@H](C[C@H](C1)C2)OC2=NC=C(C=C2)C(F)(F)F (2-methoxy-6-(2H-1,2,3-triazol-2-yl)phenyl)((1S,4R,6R)-6-((5-(trifluoromethyl)pyridin-2-yl)oxy)-2-azabicyclo[2.2.1]heptan-2-yl)methanone